OC=1C=C2CCCN(C2=NC1)C(C)=O 1-(6-hydroxy-1,2,3,4-tetrahydro-1,8-naphthyridin-1-yl)ethan-1-one